FC1(CCC(CC1)[C@H](NC(C(C1=CC=C(C=C1)C)(F)F)=O)C=1OC2=C(N1)C=C(C=C2)CN2C(N[C@@H](C2)C(F)(F)F)=O)F N-((S)-(4,4-difluorocyclohexyl)(5-(((S)-2-oxo-4-(trifluoromethyl)imidazolidin-1-yl)methyl)-benzo[d]oxazol-2-yl)methyl)-2,2-difluoro-2-(p-tolyl)acetamide